3-(4-aminophenyl)-N-(4-chlorophenyl)-N-methyl-benzotriazole-5-carboxamide NC1=CC=C(C=C1)N1N=NC2=C1C=C(C=C2)C(=O)N(C)C2=CC=C(C=C2)Cl